FC(C12CC(C1)(C2)C2=NC(=CC1=C2N=C(N(C1=O)C)C)N1C[C@H](OCC1)C=1C=NN(C1)C)F 8-[3-(difluoromethyl)-1-bicyclo[1.1.1]pentanyl]-2,3-dimethyl-6-[(2R)-2-(1-methylpyrazol-4-yl)morpholin-4-yl]pyrido[3,4-d]pyrimidin-4-one